N-(4-(4-((1,2,3,4-Tetrahydroisochinolin-7-yl)oxy)-1H-pyrrolo[2,3-b]pyridin-3-yl)pyridin-2-yl)tetrahydro-2H-pyran-4-carboxamid C1NCCC2=CC=C(C=C12)OC1=C2C(=NC=C1)NC=C2C2=CC(=NC=C2)NC(=O)C2CCOCC2